3-(6-amino-5-carbamoyl-4'-sulfamoyl-[1,1'-biphenyl]-3-yl)prop-2-yn-1-yl-1H-pyrrole-2-carboxylic acid NC1=C(C=C(C=C1C1=CC=C(C=C1)S(N)(=O)=O)C#CCN1C(=CC=C1)C(=O)O)C(N)=O